(8-(nonyloxy)-8-oxooctyl)-N-(8-(octadeca-9-yloxy)-8-oxooctyl)glycine perfluorophenyl-3-(2,4-dioxotetrahydropyrimidin-1(2H)-yl)-4-methoxybenzoate FC=1C(=C(C(=C(C(=O)O)C1F)C1=C(C(=C(C(=C1F)F)F)F)F)N1C(N(C(C(C1(F)F)(F)F)=O)F)=O)OC(F)(F)F.C(CCCCCCCC)OC(CCCCCCCN(CC(=O)O)CCCCCCCC(=O)OC(CCCCCCCC)CCCCCCCCC)=O